2-(methacryloyloxy)ethyl 3-hydroxybutyrate OC(CC(=O)OCCOC(C(=C)C)=O)C